(S)-2-(3-(3-(benzyloxy)-4-nitrophenyl)-2-(dimethylamino)propyl)isoindoline-1,3-dione C(C1=CC=CC=C1)OC=1C=C(C=CC1[N+](=O)[O-])C[C@@H](CN1C(C2=CC=CC=C2C1=O)=O)N(C)C